N-(3-(methylsulfonyl)-4-(2H-1,2,3-triazol-2-yl)phenyl)-1-(quinolin-5-yl)-5-(trifluoromethyl)-1H-pyrazole-4-carboxamide CS(=O)(=O)C=1C=C(C=CC1N1N=CC=N1)NC(=O)C=1C=NN(C1C(F)(F)F)C1=C2C=CC=NC2=CC=C1